ClC1=CC=C(C=C1)C1=NNC(=C1)SC 3-(4-chlorophenyl)-5-(methylthio)-1H-pyrazole